C(C)(C)(C)C1[C@@H]2[C@H](N(O1)CCC(C(=O)OCC1=CC=CC=C1)(C)OC)C(CN2)(F)F |o1:5,6| tert-butyl-(3aS*,6aS*)-1-(4-(benzyloxy)-3-methoxy-3-methyl-4-oxobutyl)-6,6-difluorohexahydro-4H-pyrrolo[3,2-c]isoxazole